di[2-(acryloyloxy) ethyl] phosphate P(=O)(OCCOC(C=C)=O)(OCCOC(C=C)=O)[O-]